2'-C-Methyladenosine C[C@]1([C@@H]([C@H](O[C@H]1N2C=NC3=C(N=CN=C32)N)CO)O)O